(2S)-1-[[2-[(2S)-2-[tert-butyl(dimethyl)silyl]oxypropyl]-5-ethoxy-4-iodo-pyrazol-3-yl]methyl-cyclopropyl-amino]propan-2-ol [Si](C)(C)(C(C)(C)C)O[C@H](CN1N=C(C(=C1CN(C[C@H](C)O)C1CC1)I)OCC)C